CC1(OB(OC1(C)C)C1=CC=C(C=C1)N1CCN(CC1)C=1C=CC(=NC1)C(C)O)C 1-(5-(4-(4-(4,4,5,5-tetramethyl-1,3,2-dioxaborolan-2-yl)phenyl)piperazin-1-yl)pyridin-2-yl)ethan-1-ol